(R)-N-(2-methyl-4-(N-(1-(piperidin-4-yl)ethyl)sulfamoyl)phenyl)benzamide CC1=C(C=CC(=C1)S(N[C@H](C)C1CCNCC1)(=O)=O)NC(C1=CC=CC=C1)=O